N1=C2N(N=C1)CC(C2)OC(NC=2N=CC1=C(C(=C(C=C1C2)C2=C(C1=C(OCCN1)N=C2)C)F)N)=O 6,7-Dihydro-5H-pyrrolo[1,2-b][1,2,4]triazol-6-yl(8-amino-7-fluoro-6-(8-methyl-2,3-dihydro-1H-pyrido[2,3-b][1,4]oxazin-7-yl)isoquinolin-3-yl)carbamate